[Ir].N1=CN=CC2=C1SC=C2 thieno[2,3-d]pyrimidine iridium